1-((3'-((Benzyloxy)carbonyl)-[1,1'-biphenyl]-4-yl)oxy)-2-oxo-6,9,12,15-tetraoxa-3-azaoctadecane-18-oic acid tert-butyl ester C(C)(C)(C)OC(CCOCCOCCOCCOCCNC(COC1=CC=C(C=C1)C1=CC(=CC=C1)C(=O)OCC1=CC=CC=C1)=O)=O